6-methyl-4-(1-phenylethyl)-2-(2-(trifluoromethyl)pyridin-4-yl)-1,6-dihydro-7H-pyrrolo[2,3-c]pyridin-7-one CN1C(C2=C(C(=C1)C(C)C1=CC=CC=C1)C=C(N2)C2=CC(=NC=C2)C(F)(F)F)=O